(R)-3-(benzofuran-7-yloxy)-3-(5-chlorothien-2-yl)-N-methylpropan-1-amine O1C=CC2=C1C(=CC=C2)O[C@H](CCNC)C=2SC(=CC2)Cl